C(C)(C)N(P(OCCCCC)OCCC#N)C(C)C pentyl (2-cyanoethyl) diisopropylphosphoramidite